C(C)(C)(C)OC(=O)N1CC(C1)COC1=C(C=C(C=C1)Br)F.C1(CC1)N(C1CN(CCC1)C(=O)NC=1SC=NN1)CC1=C(C=C(C=C1)OC)OC 3-(cyclopropyl-(2,4-dimethoxybenzyl)amino)-N-(1,3,4-thiadiazol-2-yl)piperidine-1-carboxamide tert-Butyl-3-((4-bromo-2-fluorophenoxy)methyl)azetidine-1-carboxylate